BrC=1C=CC(N(C1)CC(CC)CC)=O 5-bromo-1-(2-ethylbutyl)pyridin-2(1H)-one